4-[2-amino-4-ethyl-5-(1H-indazol-6-yl)-3-pyridinyl]phenol NC1=NC=C(C(=C1C1=CC=C(C=C1)O)CC)C1=CC=C2C=NNC2=C1